FC1=C(C=CC=C1)C#CC1=CC=C(C(=O)NCC2(CCCCC2)CCCO)C=C1 4-((2-fluorophenyl)ethynyl)-N-((1-(3-hydroxypropyl)cyclohexyl)methyl)benzamide